(E)-N-(4-(1H-imidazol-4-yl)phenyl)-N-(3,5-dimethoxybenzyl)-3-(3-hydroxy-4-methoxyphenyl)acrylamide hydrochloride Cl.N1C=NC(=C1)C1=CC=C(C=C1)N(C(\C=C\C1=CC(=C(C=C1)OC)O)=O)CC1=CC(=CC(=C1)OC)OC